N-(5-{[4-(benzyloxy)-2-methylphenyl]amino}-2-fluorophenyl)-3-cyclohexylpropionamide C(C1=CC=CC=C1)OC1=CC(=C(C=C1)NC=1C=CC(=C(C1)NC(CCC1CCCCC1)=O)F)C